NS(=O)(=O)O The molecule is the simplest of the sulfamic acids consisting of a single sulfur atom covalently bound by single bonds to hydroxy and amino groups and by double bonds to two oxygen atoms.